[C@@H]1([C@H](O)[C@@H](O)[C@H](O)[C@H](O1)CO)OCCCC(=O)O 4-R-beta-D-glucopyranosyloxy-butyric acid